ClC1=C(N)C=CC=C1OC=1C=2N(C=C(N1)C=1C=NN(C1)C)N=CC2 2-chloro-3-(6-(1-methylpyrazol-4-yl)pyrazolo[1,5-a]pyrazin-4-yl)oxy-aniline